5-tert-butyl-N-[(5R)-2-[4-[(1-methylpyrazol-4-yl)amino]-1,3,5-triazin-2-yl]-6,7,8,9-tetrahydro-5H-benzo[7]annulen-5-yl]-1,2,4-oxadiazole-3-carboxamide C(C)(C)(C)C1=NC(=NO1)C(=O)N[C@@H]1CCCCC2=C1C=CC(=C2)C2=NC=NC(=N2)NC=2C=NN(C2)C